di-tert.-amyl peroxyoxalate C(C(=O)OC(C)(C)CC)(=O)OOC(C)(C)CC